[1,2,5]Oxadiazole-1-oxide [O+]1(N=CC=N1)[O-]